[OH+]1CCCC2=CC=CC=C12 chromanium